CS(=O)(=O)CCC1=C(C=CC=C1)N1CN=C2C=CC=CC2=C1N 3-((2-(methylsulfonyl)ethyl)phenyl)quinazolin-4-amine